ClC1COC2=C(O1)C=CC=C2N2CC(NCC2)O 2-Chloro-5-(3-hydroxypiperazin-1-yl)-2,3-dihydro-1,4-benzodioxine